3,5-dihydropyridinedicarboxylate N=1C(C(CCC1)C(=O)[O-])C(=O)[O-]